2-(dibutylamino)-4,6-dimercapto-1,3,5-triazine C(CCC)N(C1=NC(=NC(=N1)S)S)CCCC